2-(6-chloro-3-(ethylsulfonyl)pyridin-2-yl)-3-methyl-6-(trifluoromethyl)-3H-imidazo[4,5-b]pyridine ClC1=CC=C(C(=N1)C1=NC=2C(=NC=C(C2)C(F)(F)F)N1C)S(=O)(=O)CC